ClC1=CC2=C(N=CN(C2=O)CC2(CCN(CC2)C(C=CC2=CC=CC=C2)=O)O)N1C1=CC=C(C=C1)[C@@H]1CO[C@H](CN1C(=O)OC(C)(C)C)C tert-Butyl (2S,5R)-5-(4-(6-chloro-3-((1-cinnamoyl-4-hydroxypiperidin-4-yl)methyl)-4-oxo-3,4-dihydro-7H-pyrrolo[2,3-d]pyrimidin-7-yl)phenyl)-2-methylmorpholine-4-carboxylate